C(=O)C1=C(C=CC(=C1)S(=O)(=O)[O-])S(=O)(=O)[O-].[Na+].[Na+] sodium 2-formyl-1,4-benzenedisulfonate